7-bromo-5-chloro-Isoindolin-1-one BrC=1C=C(C=C2CNC(C12)=O)Cl